C(C)(=O)NC1=CC=C(C=N1)C1=CC=C(C(=O)N(C)C)C=C1 4-(6-acetamido-pyridin-3-yl)-N,N-dimethylbenzamide